N-[(furan-2-yl)methyl]-7-methyl-6-(2-methylprop-2-en-1-yl)thieno[3,2-c]pyridazin-4-amine O1C(=CC=C1)CNC=1C2=C(N=NC1)C(=C(S2)CC(=C)C)C